FC1=C(OC2N(C=C(C=C2)C(F)(F)F)C2=CC(=CC=C2)S(=O)(=O)C)C=C(C=C1)F 2-(2,5-difluorophenoxy)-N-(3-methylsulfonyl-phenyl)-5-(trifluoromethyl)pyridine